N-(3-methoxyphenyl)-2-(1-methyl-1H-pyrazol-4-yl)-1H-pyrrolo[3,2-c]pyridin-6-amine COC=1C=C(C=CC1)NC1=CC2=C(C=N1)C=C(N2)C=2C=NN(C2)C